1,3-hexane-diol C(CC(CCC)O)O